methyl 6-chloro-1-(2-(dimethylamino)-2-oxoethyl)-1H-pyrrolo[2,3-b]pyridine-4-carboxylate ClC=1C=C(C2=C(N1)N(C=C2)CC(=O)N(C)C)C(=O)OC